COC(=O)C1=C(C2=C(C3=NC=C(C=C3N2[C@@H](C2CCOCC2)C2=CC=CC=C2)Br)S1)OC (S)-6-bromo-3-methoxy-4-(phenyl-(tetrahydro-2H-pyran-4-yl)methyl)-4H-thieno[2',3':4,5]pyrrolo[3,2-b]pyridine-2-carboxylic acid methyl ester